C1(CC1)C1=NC(=CC(=C1)B1OC(C(O1)(C)C)(C)C)C(F)(F)F 2-Cyclopropyl-4-(4,4,5,5-tetramethyl-1,3,2-dioxaborolan-2-yl)-6-(trifluoromethyl)pyridine